NC=1C2=C(C(NN1)=O)N(N=C2C2=CC=C(CNC(C1=C(C=CC(=C1)F)OC)=O)C=C2)C2(CC2)C N-(4-(4-amino-1-(1-methylcyclopropyl)-7-oxo-6,7-dihydro-1H-pyrazolo[3,4-d]pyridazin-3-yl)benzyl)-5-fluoro-2-methoxybenzamide